5-(3,4-Dimethoxyphenyl)-N2-(4-methoxyphenyl)-N4-(piperidin-4-yl)pyrimidine-2,4-diamine COC=1C=C(C=CC1OC)C=1C(=NC(=NC1)NC1=CC=C(C=C1)OC)NC1CCNCC1